COC1=CC=C(C=C1)N1[C@@H]2CC[C@H]1CC=1C(=NC=CC12)C#N (5R,8S)-10-(4-methoxyphenyl)-6,7,8,9-tetrahydro-5H-5,8-epiminocyclohepta[c]pyridine-1-carbonitrile